C(C)N(S(=O)(=O)NC=1C(=C(C(=O)C2=CN(C3=NC=C(C=C32)C#CC3CCN(CC3)C(=O)OC(C)(C)C)C(C3=CC=CC=C3)(C3=CC=CC=C3)C3=CC=CC=C3)C(=CC1)F)F)C tert-butyl 4-[2-[3-[3-[[ethyl(methyl)sulfamoyl]amino]-2,6-difluoro-benzoyl]-1-trityl-pyrrolo[2,3-b]pyridin-5-yl]ethynyl]piperidine-1-carboxylate